C(C1=CC=CC=C1)N1C(=CC2=C1N=CN=C2NC2=CC=CC=C2)C2=CC=CC=C2 7-benzyl-N,6-diphenyl-7H-pyrrolo[2,3-d]pyrimidin-4-amine